2,2-Bis(4-fluorophenyl)-N-methoxy-2-phenylacetamidine FC1=CC=C(C=C1)C(C(=N)NOC)(C1=CC=CC=C1)C1=CC=C(C=C1)F